6-bromo-N-(2-fluoro-5-((trimethylsilyl)ethynyl)pyridin-3-yl)quinazolin-4-amine BrC=1C=C2C(=NC=NC2=CC1)NC=1C(=NC=C(C1)C#C[Si](C)(C)C)F